Isobutyl α-formyloxyisobutyrate C(=O)OC(C(=O)OCC(C)C)(C)C